FC(C(=O)O)(F)F.C1(CC1)CCN(C1=C2CN(C(C2=CC=C1)=O)C1C(NC(CC1)=O)=O)C1CCC(CC1)N1CC2(CC2(F)F)CC1 3-(4-((2-cyclopropylethyl)((1r,4r)-4-(1,1-difluoro-5-azaspiro[2.4]heptan-5-yl)cyclohexyl)amino)-1-oxoisoindolin-2-yl)piperidine-2,6-dione 2,2,2-trifluoroacetate